9-hydroxyacridine OC=1C2=CC=CC=C2N=C2C=CC=CC12